4-(6-(2,6-dichloro-3,5-dimethoxyphenyl)-2-(methylsulfanyl)pyrido[3,4-d]pyrimidin-8-yl)-2-methylmorpholine ClC1=C(C(=C(C=C1OC)OC)Cl)C1=CC2=C(N=C(N=C2)SC)C(=N1)N1CC(OCC1)C